(4-amino-7-chloro-1,3-dihydrofuro[3,4-c]quinolin-8-yl)((3S)-3-(5-(trifluoromethyl)-2-pyridinyl)-4-morpholinyl)methanone NC1=NC=2C=C(C(=CC2C2=C1COC2)C(=O)N2[C@H](COCC2)C2=NC=C(C=C2)C(F)(F)F)Cl